6-((benzyloxy)carbonyl)quinoline-1-oxide C(C1=CC=CC=C1)OC(=O)C=1C=C2C=CC=[N+](C2=CC1)[O-]